C1(CCC1)CN(C(OC(C)(C)C)=O)CC1=CC=2C(=NC(=CC2)CNC(=O)C=2N=C3N(C(C2)=O)C=CC=C3)N1 tert-butyl N-(cyclobutylmethyl)-N-[[6-[[(4-oxopyrido[1,2-a]pyrimidine-2-carbonyl)amino]methyl]-1H-pyrrolo[2,3-b]pyridin-2-yl]methyl]carbamate